BrC1=NN(C2=NC(=NC(=C21)NCC2=CC=C(C=C2)S(=O)(=O)N)C)C 4-((3-Bromo-1,6-dimethyl-1H-pyrazolo[3,4-d]pyrimidin-4-yl)aminomethyl)-benzenesulfonamide